(9R,13S)-13-amino-3-(difluoromethyl)-9-methyl-3,4,7,17-tetraazatricyclo[12.3.1.02,6]Octadecan-1(18),2(6),4,14,16-pentaen-8-one N[C@H]1CCC[C@H](C(NC=2C=NN(C2C=2N=CC=C1C2)C(F)F)=O)C